C(C1=CC=CC=C1)C1N(CC=2C=CC(=NC2C1)S(=O)(=O)[O-])C(=O)OC(C)(C)C.[Na+] Sodium 7-benzyl-6-(t-butoxycarbonyl)-5,6,7,8-tetrahydro-1,6-naphthyridine-2-sulfonate